5-(2-(Dimethoxymethyl)-7-azaspiro[3.5]nonan-7-yl)-2-formylbenzoate COC(C1CC2(C1)CCN(CC2)C=2C=CC(=C(C(=O)[O-])C2)C=O)OC